N-[(1S)-1-methylbut-2-ynyl]-5-[4-(trifluoromethyl)phenoxy]naphthalene-2-carboxamide C[C@@H](C#CC)NC(=O)C1=CC2=CC=CC(=C2C=C1)OC1=CC=C(C=C1)C(F)(F)F